N-(6-{[6-(5-chloro-2-fluorophenyl)-3-{methyl-[(3-methyl-2-oxooxolan-3-yl)methyl]amino}pyridazin-4-yl]amino}pyrimidin-4-yl)-2-(4-methyl-1,4-diazepan-1-yl)acetamide ClC=1C=CC(=C(C1)C1=CC(=C(N=N1)N(CC1(C(OCC1)=O)C)C)NC1=CC(=NC=N1)NC(CN1CCN(CCC1)C)=O)F